N-cyclopropyl-3-hydroxy-N-methylazetidine-1-carboxamide C1(CC1)N(C(=O)N1CC(C1)O)C